C(C)(C)C1=C(C=CC=C1)[C@H]1N(CCC1)C1CC2(CNC2)C1 (S)-6-(2-(2-isopropylphenyl)pyrrolidin-1-yl)-2-azaspiro[3.3]heptane